BrC1=C(CNC2(CCN(CC2)C(=O)OC(C)(C)C)C)C=CC=C1Cl tert-butyl 4-((2-bromo-3-chlorobenzyl) amino)-4-methylpiperidine-1-carboxylate